OC1=C(C2=CC=CC=C2C=C1)C1=NC2=C(N1CC1=C(C3=CC=CC=C3C=C1)O)C=CC=C2 2-[[2-(2-hydroxy-1-naphthalenyl)-1H-benzimidazol-1-yl]methyl]-1-naphthalenol